2-(4-(tert-Butoxycarbonyl)piperazin-1-yl)acetic acid C(C)(C)(C)OC(=O)N1CCN(CC1)CC(=O)O